tert-butyl 6-((2'-ethoxy-6-((1-methylpyrrolidin-3-yl)oxy)-[2,3'-bipyridin]-5-yl)oxy)-2-azaspiro[3.3]heptane-2-carboxylate C(C)OC1=NC=CC=C1C1=NC(=C(C=C1)OC1CC2(CN(C2)C(=O)OC(C)(C)C)C1)OC1CN(CC1)C